7-bromo-5-ethoxy-3-(isoquinolin-4-yl)quinazoline-2,4(1H,3H)-dione BrC1=CC(=C2C(N(C(NC2=C1)=O)C1=CN=CC2=CC=CC=C12)=O)OCC